4-(2-methyl-2H-tetrazol-5-yl)phenylethan-1-amine hydrochloride Cl.CN1N=C(N=N1)C1=CC=C(C=C1)C(C)N